1-prop-2-ynylpyrrolidin-2-one C(C#C)N1C(CCC1)=O